BrC1=C(C(=O)OC(C(=O)OCC2=CC=CC=C2)(C)C)C=C(C(=C1)F)N1C(N(C(=CC1=O)C(C)(F)F)C)=O 1-(benzyloxy)-2-methyl-1-oxopropan-2-yl 2-bromo-5-[4-(1,1-difluoroethyl)-3-methyl-2,6-dioxo-3,6-dihydropyrimidin-1(2H)-yl]-4-fluorobenzoate